tert-butyl (5-(pyridin-3-ylmethyl)-1-(4-(trifluoromethyl)phenyl)-1,2,3,4-tetrahydroquinolin-3-yl)carbamate N1=CC(=CC=C1)CC1=C2CC(CN(C2=CC=C1)C1=CC=C(C=C1)C(F)(F)F)NC(OC(C)(C)C)=O